lithium (2-Dimethylaminoethyl)cyclopentadiene CN(CCC1=CC=CC1)C.[Li]